C([2H])([2H])([2H])C1=NC(=NC(=C1)C(F)(F)F)NC1=NN(N=C1)COCC[Si](C)(C)C (methyl-d3)-6-(trifluoromethyl)-N-(2-((2-(trimethylsilyl)ethoxy)methyl)-2H-1,2,3-triazol-4-yl)pyrimidin-2-amine